8-bromoimidazo[1,2-a]pyridine-6-carboxylic acid BrC=1C=2N(C=C(C1)C(=O)O)C=CN2